N-((5-methoxy-1H-benzotriazol-4-yl)methyl)-4-(trifluoromethoxy)-benzamide COC1=C(C2=C(NN=N2)C=C1)CNC(C1=CC=C(C=C1)OC(F)(F)F)=O